4-amino-N,1,3-trimethyl-N-((3S)-6-(trifluoromethyl)-2,3-dihydro-1-benzofuran-3-yl)-1H-pyrazolo[4,3-c][1,7]naphthyridine-8-carboxamide NC1=NC=2C=NC(=CC2C2=C1C(=NN2C)C)C(=O)N([C@@H]2COC1=C2C=CC(=C1)C(F)(F)F)C